1-(4-hydroxyphenyl)-2-(4-(4-methoxyphenyl)-6-(pyridin-2-yl)pyrimidin-2-yl)guanidine hydrochloride Cl.OC1=CC=C(C=C1)NC(=NC1=NC(=CC(=N1)C1=CC=C(C=C1)OC)C1=NC=CC=C1)N